FC(C=1C=CC(=NC1)CN)(F)F [5-(trifluoromethyl)pyridin-2-yl]methylamine